(S)-N'-((1,2,3,5,6,7-hexahydro-s-indacen-4-yl)carbamoyl)cyclopropane-sulfonimidamide C1CCC2=C(C=3CCCC3C=C12)NC(=O)N=[S@@](=O)(N)C1CC1